C[NH+](CCCCCCCCCCCCCCCCCC)CCCCCCCCCCCCCCCCCC.FC1=C(C(=C(C(=C1OB([O-])[O-])F)F)F)F.C[NH+](CCCCCCCCCCCCCCCCCC)CCCCCCCCCCCCCCCCCC (pentafluorophenyl)boric acid-methyl-di-(octadecyl)ammonium salt